The molecule is an omega-hydroxy fatty acid ascaroside obtained by formal condensation of the alcoholic hydroxy group of 13-hydroxytridecanoic acid with ascarylopyranose (the alpha anomer). It is a metabolite of the nematode Caenorhabditis elegans. It has a role as a Caenorhabditis elegans metabolite. It is a monocarboxylic acid and an omega-hydroxy fatty acid ascaroside. It derives from a 13-hydroxytridecanoic acid. It is a conjugate acid of an oscr#22(1-). C[C@H]1[C@@H](C[C@H]([C@@H](O1)OCCCCCCCCCCCCC(=O)O)O)O